OC=1C=CC2=C(C=CC3=C2OC=2C4=C(C=CC2C32OC(C=C2C)=O)C=C(C=C4)O)C1 3,11-dihydroxy-3'-methyl-5'H-spiro[dibenzo[c,h]xanthene-7,2'-furan]-5'-one